C(C)OC(=O)C=1N(N=C(C1I)C)CCO[Si](C)(C)C(C)(C)C 2-[2-[tert-butyl-(dimethyl)silyl]oxyethyl]-4-iodo-5-methyl-pyrazole-3-carboxylic acid ethyl ester